S-(N-(pyridin-4-ylmethyl)adenosyl)-L-homocysteine N1=CC=C(C=C1)CNC=1C=2N=CN([C@H]3[C@H](O)[C@H](O)[C@@H](CSCC[C@H](N)C(=O)O)O3)C2N=CN1